C1(=CC=CC2=CC=CC=C12)C=CC(C)S(=O)N (1-naphthylmethylene)propane-2-sulfinamide